2-(5-((2-(Dibenzo[b,d]furan-2-yl)propan-2-yl)amino)-2-(2-fluorophenyl)-6-oxopyrimidin-1(6H)-yl)acetic acid C1=C(C=CC=2OC3=C(C21)C=CC=C3)C(C)(C)NC3=CN=C(N(C3=O)CC(=O)O)C3=C(C=CC=C3)F